N1,N1,N3,N3-tetramethyl-N1,N3-bis(3-(trimethoxysilyl)propyl)propane-1,3-diaminium iodide [I-].C[N+](CCC[N+](CCC[Si](OC)(OC)OC)(C)C)(CCC[Si](OC)(OC)OC)C.[I-]